tert-butyl (ethyl(4-((5-hydroxy-2,6-naphthyridin-3-yl)amino)phenyl)(oxo)-λ6-sulfaneylidene)carbamate C(C)S(=O)(C1=CC=C(C=C1)NC=1N=CC2=CC=NC(=C2C1)O)=NC(OC(C)(C)C)=O